NC1=NC(=C2C(=N1)N(N=C2)CC2=C(C=C(C=C2)N)F)C2=CC(=NC=C2)C#N 4-(6-Amino-1-(4-Amino-2-Fluorobenzyl)-1h-Pyrazolo[3,4-D]pyrimidin-4-Yl)Picolinonitrile